benzyl ((S)-4-ethyl-11-(2-(N-isopropylmethylsulfonylamino) ethyl)-3,14-dioxo-3,4,12,14-tetrahydro-1H-pyrano[3',4':6,7]indolizino[1,2-b]quinolin-4-yl) carbonate C(OCC1=CC=CC=C1)(O[C@@]1(C(OCC=2C(N3CC=4C(=NC=5C=CC=CC5C4CCN(C(C)C)S(=O)(=O)C)C3=CC21)=O)=O)CC)=O